C(C)(C)(C)C1=CC(=C(C(=C1)C(C([2H])([2H])[2H])(C([2H])([2H])[2H])C([2H])([2H])[2H])O)C(C([2H])([2H])[2H])(C([2H])([2H])[2H])C([2H])([2H])[2H] 4-(tert-butyl)-2,6-bis(2-(methyl-d3)propan-2-yl-1,1,1,3,3,3-d6)phenol